C12(CCC(CC1)C2)C(COC)(COC)C21CCC(CC2)C1 2,2-di-norbornyl-1,3-dimethoxypropane